FC(C=1NCCCN1)(F)F 2-(trifluoromethyl)-1,4,5,6-tetrahydropyrimidine